C1(=CC=CC=C1)N1N=C(C=C1N)C1=CC=C(C=C1)C(F)(F)F 1-phenyl-3-(4-(trifluoromethyl)phenyl)-1H-pyrazol-5-amine